3-amino-N-[[2-(dimethylphosphoryl)-6-fluorophenyl]methyl]-6-[imidazo[1,2-a]pyridin-6-yl]-5-(1,3-oxazol-2-yl)pyrazine-2-carboxamide NC=1C(=NC(=C(N1)C=1OC=CN1)C=1C=CC=2N(C1)C=CN2)C(=O)NCC2=C(C=CC=C2F)P(=O)(C)C